C(C(C(C(CO)O)O)O)O pentane-1,2,3,4,5-penta-ol